OC1=CC=C(C=C1)C(C)(C)C1=CC(=CC=C1)C(C)(C)C1=CC=C(C=C1)O α,α'-bis(4-hydroxyphenyl)m-diisopropylbenzene